C(C1=CC=2OCOC2C=C1)(=O)OCCOCCOCCCC 2-(2-butoxyethoxy)-ethyl piperonylate